2-oxo-1H-quinolin O=C1NC2=CC=CC=C2C=C1